N-(3-chloro-5-fluoroisonicotinyl)-O-((S)-2-hydroxy-4-(5,6,7,8-tetrahydro-1,8-naphthyridin-2-yl)butyl)homoserine ClC1=C(CN[C@@H](CCOC[C@H](CCC2=NC=3NCCCC3C=C2)O)C(=O)O)C(=CN=C1)F